2-(8-chloro-2-methylimidazo[1,2-a]pyridin-6-yl)-7-[(3S)-4-cyclobutyl-3-methylpiperazin-1-yl]-4H-pyrido[1,2-a]pyrimidin-4-one ClC=1C=2N(C=C(C1)C=1N=C3N(C(C1)=O)C=C(C=C3)N3C[C@@H](N(CC3)C3CCC3)C)C=C(N2)C